C1(COCC(=O)O1)=S Thiodiglycolic anhydride